2-amino-3-(2,5-dichlorothiazol-4-yl)propionic acid NC(C(=O)O)CC=1N=C(SC1Cl)Cl